3-((4-(3-amino-1H-indazol-5-yl)pyridine-2-yl)amino)benzoic acid NC1=NNC2=CC=C(C=C12)C1=CC(=NC=C1)NC=1C=C(C(=O)O)C=CC1